C[C@@H](C(=O)O)NC(=O)[C@H](CC(C)C)NC(=O)[C@H](CC(C)C)N The molecule is a tripeptide composed of two L-leucine units joined to L-alanine by a peptide linkage. It has a role as a metabolite. It derives from a L-leucine and a L-alanine.